FC=1C=C2CC(CC2=CC1F)NC1=NC=C(C=N1)C1=NN=C(O1)N1CC(CC1)CC(=O)OC methyl 2-(1-(5-(2-((5,6-difluoro-2,3-dihydro-1H-inden-2-yl)amino)pyrimidine-5-yl)-1,3,4-oxadiazol-2-yl)pyrrolidin-3-yl)acetate